FC1=CC=C(C=C1)[C@@H]1CN(CC1)C(=O)C1=CC=C(C=C1)OCC(CN1N=NN=C1)C ((R)-3-(4-Fluorophenyl)pyrrolidin-1-yl)(4-(2-methyl-3-(1H-tetrazol-1-yl)propoxy)phenyl)methanon